O=C(C(CC)N1C(C2=CC=CC=C2C1=O)=O)N1CC=CCC1C=1C=NC=CC1 2-(1-oxo-1-(6-(pyridin-3-yl)-5,6-dihydropyridin-1(2H)-yl)butan-2-yl)isoindoline-1,3-dione